FC(C(=O)O)(F)F.ClC1=CC=C(C[C@H]2CO[C@H](CN2C2CCC(CC2)C=2N=NN(C2)C)CS(=O)(=O)C)C=C1 (2R,5S)-5-(4-chlorobenzyl)-4-(4-(1-methyl-1H-1,2,3-triazol-4-yl)cyclohexyl)-2-((methylsulfonyl)methyl)-morpholine 2,2,2-trifluoroacetate